C(C=C)(=O)N1CNCNC1 acryloylhexahydro-1,3,5-triazine